F[C@@H]1[C@@H](CNC1)OC=1C=CC(=NC1)C(=O)NC 5-{[(3R,4S)-4-fluoropyrrolidin-3-yl]oxy}-N-methylpyridine-2-carboxamide